C(C=C)(=O)O.C(C=C)(=O)O.C(O)C(C)(CO)CO 1,1,1-trimethylolethane diacrylate